C(C(C)C)OC1=CC(=NC=C1)C1=CC=C(C=N1)C(=O)N 6-(4-isobutoxy-2-pyridyl)pyridine-3-carboxamide